N-(4-cyclobutyl-5-(4-fluorophenyl)-1-methyl-1H-pyrazol-3-yl)-1-hydroxycyclopropane-1-carboxamide C1(CCC1)C=1C(=NN(C1C1=CC=C(C=C1)F)C)NC(=O)C1(CC1)O